C(C)N(CC[O-])CC 2-(diethylamino)ethoxide